CC1=C(C=CC(=C1)C(=O)O)C1=C(C=C(C=C1)C(=O)O)C 2,2'-dimethyl-4,4'-biphenyldicarboxylic acid